FC1=CC=C(C=C1)C1=C(NC2=C(C=CC=C12)C(F)(F)F)C(=O)O 3-(4-fluorophenyl)-7-(trifluoromethyl)-1H-indole-2-carboxylic acid